γ-triethoxysilyl-N-(1,3-dimethylbutylidene)propylamine C(C)O[Si](CCCN=C(CC(C)C)C)(OCC)OCC